FC1=C(C(=O)[O-])C=CN=C1C(=C)C fluoro-2-(prop-1-en-2-yl)isonicotinate